C(C)(C)NC1CNCC1 N-Isopropylpyrrolidin-3-amine